pyridin-1-ium-1-olate [N+]1(=CC=CC=C1)[O-]